O=C1NC(CCC1N1C(N(C2=C1C=C(C(=C2)C2CCN(CC2)CC2CCN(CC2)C(=O)OC(C)(C)C)F)C)=O)=O Tert-butyl 4-[[4-[1-(2,6-dioxo-3-piperidyl)-6-fluoro-3-methyl-2-oxo-benzimidazol-5-yl]-1-piperidyl]methyl]piperidine-1-carboxylate